NC1=C(N[C@H]2C[C@H](C2)C(=O)OC)C=C(C=C1)F methyl cis-3-(2-amino-5-fluoro-anilino)cyclobutanecarboxylate